4-((4-(cyanoethynyl)benzoyl)oxy)-2,3,5,6-tetrafluorobenzenesulfonate C(#N)C#CC1=CC=C(C(=O)OC2=C(C(=C(C(=C2F)F)S(=O)(=O)[O-])F)F)C=C1